C(C)(C)(C)OC(NC=1C(N(C=CC1)[C@H](C(N[C@H](C=O)C[C@H]1C(NCC1)=O)=O)CC1CCCCC1)=O)=O Tert-butyl(1-((S)-3-cyclohexyl-1-oxo-1-(((S)-1-oxo-3-((S)-2-oxopyrrolidin-3-yl)propan-2-yl)amino)propan-2-yl)-2-oxo-1,2-dihydropyridin-3-yl)carbamat